Cl.ClC1=CC=CC=2N1C(=C(N2)CC)C(=O)NCC2=CC=C(C=C2)N2CCC(CC2)C2=CC=C(C=C2)OC(F)(F)F Chloro-2-ethyl-N-(4-(4-(4-(trifluoromethoxy)-phenyl)piperidin-1-yl)benzyl)imidazo[1,2-a]pyridin-3-carboxamid-mono-hydrochlorid